N1CC[C@@H]2CCCC[C@H]12 (2S,3aS,7aS)-Octahydro-1H-indole